(S)-1'-(6-(phenylselenanyl)-1,2,4-triazin-3-yl)-1,3-dihydrospiro[indene-2,4'-piperidin]-1-amine C1(=CC=CC=C1)C1([Se]CCCC1)C1=CN=C(N=N1)N1CCC2(CC1)[C@@H](C1=CC=CC=C1C2)N